BrC1=C2C=NN(C2=CC(=C1C(C)(F)F)C)C1OCCCC1 4-bromo-5-(1,1-difluoroethyl)-6-methyl-1-(tetrahydro-2H-pyran-2-yl)-1H-indazole